3-[6-Chloro-3-[[(1R)-1-[2-(2-fluoro-3-pyridyl)-3,6-dimethyl-4-oxo-chromen-8-yl]ethyl]amino]-2-pyridyl]-4H-1,2,4-oxadiazol-5-one ClC1=CC=C(C(=N1)C1=NOC(N1)=O)N[C@H](C)C=1C=C(C=C2C(C(=C(OC12)C=1C(=NC=CC1)F)C)=O)C